2-[(4-methoxyphenyl)(phenyl)methyl]benzo[d]isothiazol-3(2H)-one-1,1-dioxide COC1=CC=C(C=C1)C(N1S(C2=C(C1=O)C=CC=C2)(=O)=O)C2=CC=CC=C2